ClC1=CC=C(C=C1)NC(=O)C1C(C2=CC=C(C=C2C1=O)C(=O)C=1C=C2C(C(C(C2=CC1)=O)C(NC1=CC=C(C=C1)Cl)=O)=O)=O N-(4-chlorophenyl)-5-{2-[(4-chlorophenyl)carbamoyl]-1,3-dioxo-2,3-dihydro-1H-indene-5-carbonyl}-1,3-dioxo-2,3-dihydro-1H-indene-2-carboxamide